2,2,2-trifluoro-1-(4-methylsulfonyloxyphenyl)ethanone FC(C(=O)C1=CC=C(C=C1)OS(=O)(=O)C)(F)F